ClC=1C=CC(=C(C1)CC(=O)NC1=CC(=NC=C1)C(=O)NC(CCNC(C(C)(C)C)=O)(C)C)O 4-[[2-(5-Chloro-2-hydroxy-phenyl)acetyl]amino]-N-[3-(2,2-dimethylpropanoyl-amino)-1,1-dimethyl-propyl]pyridine-2-carboxamide